tert-Butyl (2S,4R)-2-((2H-1,2,3-triazol-2-yl)methyl)-4-aminopyrrolidine-1-carboxylate N=1N(N=CC1)C[C@H]1N(C[C@@H](C1)N)C(=O)OC(C)(C)C